2-[acetyl-(2-chlorobenzyl)amino]-7-chloro-6-hydroxy-1-benzothiophene-3-carboxylic acid C(C)(=O)N(C=1SC2=C(C1C(=O)O)C=CC(=C2Cl)O)CC2=C(C=CC=C2)Cl